OC1(CCC2=CC=3CCCC3C(=C12)[N+](=O)[O-])CC=CCN1N=C(C=C1)S(=O)(=O)N(CC1=CC=C(C=C1)OC)CC1=CC=C(C=C1)OC 1-(4-(1-hydroxy-8-nitro-1,2,3,5,6,7-hexahydro-s-indacen-1-yl)but-2-en-1-yl)-N,N-bis(4-methoxybenzyl)-1H-pyrazole-3-sulfonamide